NC1(CCN(CC1)C=1C2=C(N=CN1)NC=C2)C(=O)N[C@@H](CCO)C2=CC=C(C=C2)Cl 4-amino-N-[(1S)-1-(4-chlorophenyl)-3-hydroxy-propyl]-1-(7H-pyrrolo[2,3-d]pyrimidin-4-yl)piperidine-4-carboxamide